[Si](C)(C)(C(C)(C)C)OC(C(C)C)C=1N(C=C(N1)I)C12CC(C1)(C2)N2CCC(CC2)(F)F 1-(3-(2-(1-((tert-butyldimethylsilyl)oxy)-2-methylpropyl)-4-iodo-1H-imidazol-1-yl)bicyclo[1.1.1]Pentane-1-yl)-4,4-difluoropiperidine